5,6-dihydro-4H-pyran-2-carbonitrile O1C(=CCCC1)C#N